N-(2,2,2-trifluoroethyl)-4H-1,2,4-triazole-3-carboxamide FC(CNC(=O)C1=NN=CN1)(F)F